FC(C1=C(C=CC=C1)C(OC1=C(SC=C1)C(=O)O)C)(F)F 1-(2-(trifluoromethyl)phenyl)ethoxylthiophene-2-carboxylic acid